BrC(C(=O)N(C=1C(=C(C=CC1)C1=CC=CC=C1)C#N)CCCC)(C)C 2-bromo-N-butyl-N-(2-cyano-[1,1'-biphenyl]-3-yl)-2-methylpropanamide